FC=1C=C(C=C(C1)F)N1CCC(CC1)OC[C@@H]1N(CCC[C@@H]1NS(=O)(=O)C)C(=O)OC methyl cis-2-(((1-(3,5-difluorophenyl)piperidin-4-yl)oxy)methyl)-3-((methylsulfonyl)amino)piperidine-1-carboxylate